Cl.NC\C=C(\CN1N=NC2=C1C=C(C=C2C2=CC(=CC=C2)S(=O)(=O)CC)C(=O)NC)/F (Z)-1-(4-amino-2-fluorobut-2-en-1-yl)-4-(3-(ethylsulfonyl)phenyl)-N-methyl-1H-benzo[d][1,2,3]triazole-6-carboxamide hydrochloride